tert-butyl N-(3-bromophenyl)-N-methyl-carbamate BrC=1C=C(C=CC1)N(C(OC(C)(C)C)=O)C